BrC1=NN2C(N(C(=C(C2=O)N2C[C@H](N(CC2)C(=O)OC(C)(C)C)C)C)CC(NC2=CC=C(C=C2)C(F)(F)F)=O)=N1 Tert-butyl (R)-4-(2-bromo-5-methyl-7-oxo-4-(2-oxo-2-((4-(trifluoromethyl)phenyl)amino)ethyl)-4,7-dihydro-[1,2,4]triazolo[1,5-a]pyrimidin-6-yl)-2-methylpiperazine-1-carboxylate